1-(9Z-octadecenyl)-2-tetracosanoyl-sn-glycero-3-phosphocholine CCCCCCCCCCCCCCCCCCCCCCCC(=O)O[C@H](COCCCCCCCC/C=C\CCCCCCCC)COP(=O)([O-])OCC[N+](C)(C)C